C(#N)C=1C=C(C=NC1)COC=1C=C(C=C2CCN(CC12)CC(=O)O)OCC1=C(C(=CC=C1)C1=CC2=C(OCCO2)C=C1)C 2-(8-((5-cyanopyridin-3-yl)methoxy)-6-((3-(2,3-dihydrobenzo[b][1,4]dioxin-6-yl)-2-methylbenzyl)-oxy)-3,4-dihydroisoquinolin-2(1H)-yl)acetic acid